1-(4-(6-(5-amino-2-chlorophenyl)-5-chloro-7-fluoro-2,1-benzothiazol-3-yl)-1-piperazinyl)-2-propen-1-one NC=1C=CC(=C(C1)C1=C(C=2C(=C(SN2)N2CCN(CC2)C(C=C)=O)C=C1Cl)F)Cl